ferric oxide, potassium salt [K+].[O-2].[Fe+3].[O-2]